CC1OC(CC(C1)C1=CC=C(C=C1)NC=1C=CC2=C(OCC(N2CCNC)=O)C1)C 7-((4-(2,6-Dimethyltetrahydro-2H-pyran-4-yl)phenyl)amino)-4-(2-(methylamino)ethyl)-2H-benzo[b][1,4]oxazin-3(4H)-one